COC(=O)N1N=NC=C1 1H-1,2,3-triazole-1-carboxylic acid methyl ester